C(C)(C)(C)[C@](C(=O)OCCC1=CC=CC=C1)(CC=1SC=C(N1)C=1C=NC=2N(C1)N=C(C2)C#N)NC(=O)OC(C)(C)C 2-Phenyl-ethanol tert-butyl-(S)-2-((tert-butoxycarbonyl)amino)-3-(4-(2-cyanopyrazolo[1,5-a]pyrimidin-6-yl)thiazol-2-yl)propanoate